COC(=O)C12CCC(CC1)(C2)CC(OC)OC 4-(2,2-Dimethoxyethyl)bicyclo[2.2.1]heptane-1-carboxylic acid methyl ester